NC1=CC(=C(C(=O)NC2(CC2)C2=CC=CC3=CC=CC=C23)C=C1OCC1N(CC1)C)C 4-Amino-2-methyl-5-((1-methylazetidin-2-yl)methoxy)-N-(1-(naphthalen-1-yl)cyclopropyl)benzamide